3-(((1-chloroisoquinolin-6-yl)oxy)methyl)-3-hydroxycyclobutane-1-carbonitrile ClC1=NC=CC2=CC(=CC=C12)OCC1(CC(C1)C#N)O